C(=O)=[Rh]=C=O dicarbonylrhodium